4-{[2-(difluoromethyl)-4-(trifluoromethyl)phenoxy]methyl-3-methoxyphenyl}-2H,4H,5H,6H,7H-pyrazolo[3,4-b]pyridin-6-one FC(C1=C(OCC2=C(C=CC=C2OC)C2C=3C(NC(C2)=O)=NNC3)C=CC(=C1)C(F)(F)F)F